NC=1SC2=C(C1C#N)C1(CCC2)CN(C1)C1=NC(=CC(=N1)N1C[C@](CCC1)(C)O)OC[C@H]1NC(CC1)=O 2'-Amino-1-(4-[(3R)-3-hydroxy-3-methylpiperidin-1-yl]-6-{[(2S)-5-oxopyrrolidin-2-yl]methoxy}pyrimidin-2-yl)-6',7'-dihydro-5'H-spiro[azetidine-3,4'-[1]benzothiophene]-3'-carbonitrile